4-[1-(2-chloro-4-nitro-phenyl)-4-piperidinyl]piperidine-1-carboxylic acid tert-butyl ester C(C)(C)(C)OC(=O)N1CCC(CC1)C1CCN(CC1)C1=C(C=C(C=C1)[N+](=O)[O-])Cl